C(CC(C)C)[Bi](CCC(C)C)CCC(C)C tris(isopentyl)bismuth